C1(CC1)C1=NC=NC(=C1C1=NC=2N(C(C(=NC2C=N1)NCC1=NC=C(C=C1)S(=O)(=O)C)=O)[C@@H](C)C1CC1)C (s)-2-(4-Cyclopropyl-6-methylpyrimidin-5-yl)-8-(1-cyclopropylethyl)-6-(((5-(methylsulfonyl)pyridin-2-yl)methyl)amino)pteridin-7(8H)-one